ethyl 3-((1-adamantylmethyl) amino)-1H-pyrrole-2-carboxylate C12(CC3CC(CC(C1)C3)C2)CNC2=C(NC=C2)C(=O)OCC